Nitro-L-tyrosine ethyl ester C(C)OC([C@@H](N[N+](=O)[O-])CC1=CC=C(C=C1)O)=O